tert-butyl 6-(7-cyano-5-fluoro-2-methyl-1H-indol-4-yl)octahydro-1H-pyrrolo[2,3-c]pyridine-1-carboxylate C(#N)C=1C=C(C(=C2C=C(NC12)C)N1CC2C(CC1)CCN2C(=O)OC(C)(C)C)F